2-((5-amino-4-((2-(dimethylamino)ethyl)(methyl)amino)-2-methoxyphenyl)amino)-6-(2-methoxyphenyl)-8-methylpyrido[2,3-d]pyrimidin-7(8H)-one NC=1C(=CC(=C(C1)NC=1N=CC2=C(N1)N(C(C(=C2)C2=C(C=CC=C2)OC)=O)C)OC)N(C)CCN(C)C